5-nitrovanillin [N+](=O)([O-])C=1C(=C(C=C(C=O)C1)OC)O